D-GALACTARATE O=C([C@H](O)[C@@H](O)[C@@H](O)[C@H](O)C(=O)[O-])[O-]